5-(((S)-1-(3-oxo-3-((R)-3-(trifluoromethyl)-5,6,6a,7,9,10-Hexahydro-8H-pyrazino[1,2-a][1,8]naphthyridin-8-yl)propoxy)propan-2-yl)amino)-4-(trisFluoromethyl)pyridazin-3(2H)-one O=C(CCOC[C@H](C)NC1=C(C(NN=C1)=O)C(F)(F)F)N1C[C@@H]2N(C=3N=CC(=CC3CC2)C(F)(F)F)CC1